sodium nickel salt [Ni].[Na]